2-((1r,4r)-4-methoxycyclohexylamino)-4-((1r,3r)-3-methylcyclobutylamino)pyrimidine-5-carboxamide (2,5-Dioxopyrrolidin-1-yl)formate O=C1N(C(CC1)=O)C(=O)O.COC1CCC(CC1)NC1=NC=C(C(=N1)NC1CC(C1)C)C(=O)N